CN1[C@H]2[C@H](OCC1)CN(C2)C(=O)OCC2=CC=CC=C2 benzyl (4aR,7aR)-4-methylhexahydropyrrolo[3,4-b][1,4]oxazine-6(2H)-carboxylate